COC1=CC=C(C=C1)CN(C1=NC=CC=C1[C@@H](C)NC)CC1=CC=C(C=C1)OC N,N-bis[(4-methoxyphenyl)methyl]-3-[(1R)-1-(methylamino)ethyl]pyridin-2-amine